BrC=1C(=C(C(=CC1Cl)NC)N)Cl 4-bromo-3,5-dichloro-N1-methyl-benzene-1,2-diamine